C1(CC1)[C@]1(C(N(C[C@H]1C)C=1C=2N(C=C(C1)C=1C=NN(C1)C(F)F)N=CC2F)=O)C#N (3R,4S)-3-cyclopropyl-1-[6-[1-(difluoromethyl)pyrazol-4-yl]-3-fluoropyrazolo[1,5-a]pyridin-4-yl]-4-methyl-2-oxopyrrolidine-3-carbonitrile